3-(9-Acetoxynonyl)-5-chloro-1H-indole-2-carboxylic acid ethyl ester C(C)OC(=O)C=1NC2=CC=C(C=C2C1CCCCCCCCCOC(C)=O)Cl